CC1=CC=C(C=C1)S(=O)(=O)OC1=C(C=CC=C1C1=C(C=CC2=CC=CC=C12)C)F (-)-2-Fluoro-6-(2-methylnaphthalen-1-yl)phenyl 4-methylbenzenesulfonate